C(C)(C)C1CCN(CC1)C1=NC=C(C=N1)C1(C2CC3(CC(CC1C3)C2)N)N 4-(2-(4-isopropylpiperidin-1-yl)pyrimidin-5-yl)adamantan-1,4-diamine